2-((4-(azetidin-3-yl)-2-methoxyphenyl)amino)-4-((2-bromophenyl)amino)pyrimidine-5-carboxamide N1CC(C1)C1=CC(=C(C=C1)NC1=NC=C(C(=N1)NC1=C(C=CC=C1)Br)C(=O)N)OC